S(=O)(=O)([O-])[O-].[NH4+].N[C@@H](CCCCN)C(=O)O.[NH4+] (L)-Lysine Ammonium sulfate